(1-(4,4,4-trifluorobutanoyl)-1H-pyrazol-4-yl)-1H-imidazo[4,5-b]pyridin-2(3H)-one FC(CCC(=O)N1N=CC(=C1)N1C(NC2=NC=CC=C21)=O)(F)F